copper diphenyl phosphate P(=O)(OC1=CC=CC=C1)(OC1=CC=CC=C1)[O-].[Cu+2].C1(=CC=CC=C1)OP(=O)(OC1=CC=CC=C1)[O-]